CC1=C2CCC(C2=C(C=C1)C)=O 4,7-Dimethylindan-1-one